C(C)(C)(C)C=1C=CC(=C(C1)S(=O)(=O)NC(=O)C=1C=CC2=C(SC=C2N2C=3N(C=C2)C=CN3)C1)OC N-((5-(tert-butyl)-2-methoxyphenyl)sulfonyl)-3-(1H-imidazo[1,2-a]imidazol-1-yl)benzo[b]thiophene-6-carboxamide